CC1=CC=C(C(=O)N[C@@H](CC2=CC=CC=C2)C(=O)OC)C=C1 Methyl (4-methylbenzoyl)-L-phenylalaninate